2-N-(6-cyclopropoxy-2-((1r,4r)-4-formylcyclohexyl)-2H-indazol-5-yl)-6-(trifluoromethyl)picolinamide C1(CC1)OC=1C(=CC2=CN(N=C2C1)C1CCC(CC1)C=O)NC(C1=NC(=CC=C1)C(F)(F)F)=O